CC1(CCN(CC1)C(=O)OC(C)(C)C)N1C(NC=2C1=NC=CC2)=O tert-Butyl 4-methyl-4-(2-oxo-1,2-dihydro-3H-imidazo[4,5-b]pyridin-3-yl)piperidine-1-carboxylate